C(C)(C)(C)OOCCO[C@@H]1[C@]2(C)[C@@H](CC1)[C@@H]1CC=C3C[C@H](CC[C@]3(C)[C@H]1CC2)O[Si](C)(C)C(C)(C)C 17β-(2-(tert-butylperoxy)-ethoxy)-3β-(tert-butyldimethylsilyloxy)-androst-5-ene